[Si](C)(C)(C(C)(C)C)O[C@@H](COC1=CC(=NC(=C1)[C@]1(COCC1)OC)N1N=C(C=2C=NC(=CC21)NC(C)=O)C)C N-(1-(4-((R)-2-((tert-butyldimethylsilyl)oxy)propoxy)-6-((R)-3-methoxytetrahydrofuran-3-yl)pyridine-2-yl)-3-methyl-1H-pyrazolo[4,3-c]pyridine-6-yl)acetamide